CC(C(C)(C)C)(CC(CCC)=C)O tetramethyl-4-methyleneheptan-2-ol